2,2-dimethyl-2H-chromen CC1(OC2=CC=CC=C2C=C1)C